(E)-1-(2-benzyl-phenyl)-2-phenyl-diazene C(C1=CC=CC=C1)C1=C(C=CC=C1)\N=N\C1=CC=CC=C1